C1(CCC1)NC(CCC1CCCC1)=O N-cyclobutyl-3-cyclopentylpropanamide